OCCCCOC(CCC(=O)O)=O succinic acid hydroxybutyl ester